(2S,4S)-N4-(azetidin-3-yl)-N2-(3-chloro-4-fluorophenyl)-N2-methyl-1-[6-methyl-4-(trifluoromethyl)pyridin-2-yl]Pyrrolidine-2,4-dicarboxamide N1CC(C1)NC(=O)[C@H]1C[C@H](N(C1)C1=NC(=CC(=C1)C(F)(F)F)C)C(=O)N(C)C1=CC(=C(C=C1)F)Cl